C(=O)OC1=C(C=CC(=C1)C(F)(F)F)C=1N=NC(=C2C1N=CC=C2)N[C@H]2CN(CCC2)C 2-(5-{[(3R)-1-methylpiperidin-3-yl]amino}pyrido[2,3-d]pyridazin-8-yl)-5-(trifluoromethyl)phenol formate